tert-butyl 5-(10-(2-morpholinoethyl)-8-(4,4,5,5-tetramethyl-1,3,2-dioxaborolan-2-yl)-10H-phenoxazin-2-yl)-1H-indole-1-carboxylate O1CCN(CC1)CCN1C2=CC(=CC=C2OC=2C=CC(=CC12)C=1C=C2C=CN(C2=CC1)C(=O)OC(C)(C)C)B1OC(C(O1)(C)C)(C)C